[Si](C1=CC=CC=C1)(C1=CC=CC=C1)(C(C)(C)C)OC1CN(CC1)C(=O)O.NC1=CC=C(C=C1)C(C1=CC=C(N)C=C1)C1=C(C=CC=C1)Cl 4-[(4-aminophenyl)(2-chlorophenyl)methyl]aniline 3-((tert-butyldiphenylsilyl)oxy)pyrrolidine-1-carboxylate